methyl 4-methyl-6-phenylnicotinate CC1=CC(=NC=C1C(=O)OC)C1=CC=CC=C1